3-Ethyl-5-((1-isopropylpyrrolidin-3-yl)oxy)-2-(2-methylpyridin-4-yl)-1H-indol C(C)C1=C(NC2=CC=C(C=C12)OC1CN(CC1)C(C)C)C1=CC(=NC=C1)C